COCCNC1=CC(=CC(=N1)N1CC2(C=3C=NC(=CC31)NC(C)=O)CC2)C N-(1'-(6-((2-methoxyethyl)amino)-4-methylpyridin-2-yl)-1',2'-dihydrospiro[cyclopropane-1,3'-pyrrolo[3,2-c]pyridin]-6'-yl)acetamide